FC1=C(SC=C1)C(=O)O 3-FLUORO-2-THIOPHENECARBOXYLIC ACID